3-benzyloxy-4-chlorophenylethylamine C(C1=CC=CC=C1)OC=1C=C(C=CC1Cl)CCN